C(#N)C1=CC=C(C=C1)C1(CCN(CC1)C(=O)C=1C=CC(=C(C1)NC(=O)NC[C@@H]1OCCC1)C)F (R)-1-(5-(4-(4-cyanophenyl)-4-fluoropiperidine-1-carbonyl)-2-methylphenyl)-3-((tetrahydrofuran-2-yl)methyl)urea